3-benzylidene-5-nitroindoline C(C1=CC=CC=C1)=C1CNC2=CC=C(C=C12)[N+](=O)[O-]